BrC=1N=C(C2=C(N1)C=CC(=N2)Cl)NC2=CC(=C(C=C2)OC=2C=NC(=CC2)CC)C bromo-6-chloro-N-(4-((6-ethylpyridin-3-yl)oxy)-3-methylphenyl)pyrido[3,2-d]pyrimidin-4-amine